NC=1C(=C2C=NN(C2=CC1)CCOC)N1C[C@@H]([C@@H](C1)C)NC(OC(C)(C)C)=O tert-butyl N-[(3R,4R)-1-[5-amino-1-(2-methoxyethyl)indazol-4-yl]-4-methyl-pyrrolidin-3-yl]carbamate